1-[2-[[(3R)-1-Ethyl-3-piperidyl]amino]-5-[2-hydroxy-6-methyl-4-(trifluoromethyl)phenyl]oxazolo[4,5-b]pyridin-7-yl]azetidin-3-ol C(C)N1C[C@@H](CCC1)NC=1OC=2C(=NC(=CC2N2CC(C2)O)C2=C(C=C(C=C2C)C(F)(F)F)O)N1